(2S)-N-[[2-cyclopropyl-6-[2-(trifluoromethyl)pyrimidin-5-yl]-4-pyridyl]methyl]-3-(4-fluorophenyl)sulfonyl-3-azabicyclo[2.1.1]hexane-2-carboxamide C1(CC1)C1=NC(=CC(=C1)CNC(=O)[C@@H]1C2CC(N1S(=O)(=O)C1=CC=C(C=C1)F)C2)C=2C=NC(=NC2)C(F)(F)F